(R)-1-(2-chlorophenyl)ethyl (4-(5-aminopyridin-2-yl)-1-methyl-1H-1,2,3-triazol-5-yl)carbamate NC=1C=CC(=NC1)C=1N=NN(C1NC(O[C@H](C)C1=C(C=CC=C1)Cl)=O)C